FC(C(=O)O)(F)F.C1(CC1)C=1C=C(C=CC1C)C1CC(C1)NC 3-(3-Cyclopropyl-4-methylphenyl)-N-methylcyclobutan-1-amine, trifluoroacetate salt